trans-N-(2-fluoro-5-(1-methyl-1H-1,2,4-triazol-3-yl)-4-(trifluoromethyl)phenyl)-5-methyl-1-(5-methyl-1,3,4-oxadiazol-2-yl)-7-azabicyclo[4.1.1]octane-7-carboxamide FC1=C(C=C(C(=C1)C(F)(F)F)C1=NN(C=N1)C)NC(=O)N1C2C(CCCC1(C2)C=2OC(=NN2)C)C